(1R*,2R*)-3-(3-dimethylamino-1-ethyl-2-methyl-propyl)phenol CN(C[C@@H]([C@@H](CC)C=1C=C(C=CC1)O)C)C |o1:3,4|